2,5-dimethylbenzyl-acetic acid CC1=C(CCC(=O)O)C=C(C=C1)C